benzimidazole-5-sulfonamide N1=CNC2=C1C=CC(=C2)S(=O)(=O)N